C1(CC1)N1N=C2N(C(N(C(C2=C1)C)C1CCN(CC1)C1=C(C=CC=C1F)C(F)F)=O)CC1=C(C=CC=C1)C(F)(F)F 2-Cyclopropyl-5-[1-(2-difluoromethyl-6-fluoro-phenyl)-piperidin-4-yl]-4-methyl-7-(2-trifluoromethyl-benzyl)-2,4,5,7-tetrahydro-pyrazolo[3,4-d]pyrimidin-6-one